1-(4-(((tert-butyldimethylsilyl)oxy)methyl)phenyl)pyrrolidin [Si](C)(C)(C(C)(C)C)OCC1=CC=C(C=C1)N1CCCC1